C(CCCCCCCN)N 1,8-Octanediamine